5-amino-2-chloro-6-(2,4-difluorophenyl)-N-methyl-pyrimidine-4-carboxamide NC=1C(=NC(=NC1C1=C(C=C(C=C1)F)F)Cl)C(=O)NC